ClC=1C=C(C=C(C1)F)C1=NC(=NC(=N1)NC(C)C)NC1=CC(=NC=C1)C(F)(F)F (3-chloro-5-fluorophenyl)-N2-isopropyl-N4-(2-(trifluoromethyl)pyridin-4-yl)-1,3,5-triazine-2,4-diamine